C1(=CC=CC=C1)N1N=CC=2C1=NC=NC2SCC(=O)C2=CC=C(S2)CCNC(C)=O N-(2-(5-(2-((1-phenyl-1H-pyrazolo[3,4-d]pyrimidin-4-yl)thio)acetyl)thiophen-2-yl)ethyl)acetamide